CCC(C)(N)C1=CC(=C(C(=C1)C)Br)C methyl-2-(4-bromo-3,5-dimethylphenyl)propan-2-amine